tris(methoxycarbonylphenyl)sulfonium COC(=O)C1=C(C=CC=C1)[S+](C1=C(C=CC=C1)C(=O)OC)C1=C(C=CC=C1)C(=O)OC